ClC=1C=CC(=NC1C)CC(=O)NC1=CC(=C(C=C1)C)[C@H](C)NC=1C=NC=2C(N1)=NN(C2)CC (S)-2-(5-chloro-6-methylpyridin-2-yl)-N-(3-(1-((2-ethyl-2H-pyrazolo[3,4-b]pyrazin-6-yl)amino)ethyl)-4-methylphenyl)acetamide